Azepan-5-ylamine N1CCCC(CC1)N